FC(CNC(OC1CN(CC1(F)F)C=1C=2N(N=C(C1)C=1C(NC(NC1)=O)=O)N=CN2)=O)(F)F 1-(6-(2,4-dioxo-1,2,3,4-tetrahydropyrimidin-5-yl)-[1,2,4]triazolo[1,5-b]pyridazin-8-yl)-4,4-difluoropyrrolidin-3-yl (2,2,2-trifluoroethyl)carbamate